CC1=C(C=NC=C1)C=1C=NC=C(C1)O 4'-methyl-[3,3'-bipyridin]-5-ol